(4aR,8aS)-6-[3-[4-Methoxy-2-(trifluoromethyl)phenethyl]azetidine-1-carbonyl]hexahydro-2H-pyrido[4,3-b][1,4]oxazin-3(4H)-one COC1=CC(=C(CCC2CN(C2)C(=O)N2C[C@@H]3[C@@H](OCC(N3)=O)CC2)C=C1)C(F)(F)F